CC(C(=O)N)CC.C(C=CC=CCCC=CC=CC)(=O)O dodeca-2,4,8,10-tetraenoic acid 2-methylbutanoamide